COC(=O)C=1SC2=C(C1Br)C=CC=C2Cl bromo-7-chlorobenzothiophene-2-carboxylic acid methyl ester